N-(phenanthryl)(fluorenyl)amine C1(=CC=CC=2C3=CC=CC=C3C=CC12)NC1=CC=CC=2C3=CC=CC=C3CC12